butyl ((3-(4-((1H-imidazol-1-yl)methyl)phenyl)-5-isobutylthiophen-2-yl)sulfonyl)carbamate N1(C=NC=C1)CC1=CC=C(C=C1)C1=C(SC(=C1)CC(C)C)S(=O)(=O)NC(OCCCC)=O